ClC1=C(C=CC=C1B1OC(C(O1)(C)C)(C)C)NC(=O)C1=NN2C([C@H](CCC2)NCC(=O)OC)=C1 methyl 2-[[(4S)-2-[[2-chloro-3-(4,4,5,5-tetramethyl-1,3,2-dioxaborolan-2-yl)phenyl]carbamoyl]-4,5,6,7-tetrahydropyrazolo[1,5-a]pyridin-4-yl]amino]acetate